4-fluoro-tetrahydropyrrole FC1CCNC1